NC1=NC=NN2C1=C(C=C2C=2C(=C(C(=O)N[C@@H]1CN(C[C@@H]1F)C([C@@](C(F)(F)F)(C)O)=O)C(=CC2)C)F)C(F)(F)F 3-[4-amino-5-(trifluoromethyl)pyrrolo[2,1-f][1,2,4]triazin-7-yl]-2-fluoro-N-[(3R,4S)-4-fluoro-1-[(2R)-3,3,3-trifluoro-2-hydroxy-2-methylpropanoyl]pyrrolidin-3-yl]-6-methylbenzamide